COC(=O)C1=CC2=C(SCC(N2CC2=CC=CC=C2)=O)C=C1 4-benzyl-3-oxo-3,4-dihydro-2H-benzo[b][1,4]Thiazine-6-carboxylic acid methyl ester